C1(CC1)NC(C1=NC(=C(C=C1)N1CCN(CC1)C1C=C(CC1)C=1NC(C(=CN1)CC)=O)F)=O N-cyclopropyl-5-(4-(3-(5-ethyl-6-oxo-1,6-dihydropyrimidin-2-yl)cyclopent-2-en-1-yl)piperazin-1-yl)-6-fluoropicolinamide